OCC(CCC(C)C)NC(OCC1=CC=CC=C1)=O benzyl (1-hydroxy-5-methylhexan-2-yl)carbamate